5-hydrazino-2-(trifluoromethyl)pyridine N(N)C=1C=CC(=NC1)C(F)(F)F